NC1=CC=C(C=N1)/C=C/C(=O)NCC=1OC2=C(C1)C=C(C=C2Cl)C2=CC(=CC=C2)C(=O)N2CCOCC2 (E)-3-(6-amino-pyridin-3-yl)-N-((7-chloro-5-(3-(morpholine-4-carbonyl)phenyl)benzofuran-2-yl)methyl)acrylamide